S(=O)(=O)(ON1[C@@H]2CC[C@H](N(C1=O)C2)C(NCC2CCCCC2)=N)O (2S,5R)-2-(N-(Cyclohexylmethyl) carbamimidoyl)-7-oxo-1,6-diazabicyclo[3.2.1]octan-6-yl hydrogen sulfate